BrC=1C=CC(=C(C1)C(=O)C1=CC=C(C=C1)O[C@@H]1COCC1)Cl (S)-(5-bromo-2-chlorophenyl)(4-((tetrahydrofuran-3-yl)oxy)phenyl)methanone